[Br-].C(CCC)N1C=[N+](C=C1)C 1-Butyl-3-methylimidazolium bromid